N-(2-(1-cyclopropyl-2-hydroxy-2-methylpropyl)-3-oxoisoindolin-4-yl)-2-methoxy-3-methylisonicotinamide C1(CC1)C(C(C)(C)O)N1CC2=CC=CC(=C2C1=O)NC(C1=C(C(=NC=C1)OC)C)=O